C(C)(C)(C)C1=CC(=NC=C1)C1CC2(C1)CCN(CC2)C(=O)C2CC1(C2)NC(OC1)=O 2-(2-(4-(tert-Butyl)pyridin-2-yl)-7-azaspiro[3.5]nonane-7-carbonyl)-7-oxa-5-azaspiro[3.4]octan-6-one